C(#N)C1=CC=C(C=C1)NC=1N=C(C2=C(CCN(CC2)C(=O)C2CCNCC2)N1)OC1=C(C=C(C#N)C=C1C)C 4-((2-((4-Cyanophenyl)amino)-7-(piperidine-4-carbonyl)-6,7,8,9-tetrahydro-5H-pyrimido[4,5-d]azepine-4-yl)oxy)-3,5-dimethylbenzonitrile